N2-((S)-2-amino-3-(1,3-bis(2-cyclohexylethyl)-2,3-dihydro-1H-imidazol-4-yl)propionyl)-N6-octanoyl-L-lysyl-L-phenylalanyl-L-tyrosine N[C@H](C(=O)N[C@@H](CCCCNC(CCCCCCC)=O)C(=O)N[C@@H](CC1=CC=CC=C1)C(=O)N[C@@H](CC1=CC=C(C=C1)O)C(=O)O)CC=1N(CN(C1)CCC1CCCCC1)CCC1CCCCC1